COC=1C=C(C=CC1OC)C=1NC2=CC=C(C=C2C1C)C1CCN(CC1)CC1=CC=C(C2=CC=CC=C12)N(C)C 4-((4-(2-(3,4-dimethoxyphenyl)-3-methyl-1H-indol-5-yl)piperidin-1-yl)methyl)-N,N-dimethylnaphthalen-1-amine